C(C)N(S(=O)(=O)NC=1C(=C(C(=O)C2=CNC3=NC=C(C=C32)C#CC3CCN(CC3)C(=O)OC(C)(C)C)C(=CC1)F)F)C tert-butyl 4-((3-(3-((N-ethyl-N-methylsulfamoyl)amino)-2,6-difluorobenzoyl)-1H-pyrrolo[2,3-b]pyridin-5-yl)ethynyl)piperidine-1-carboxylate